1-isopropyl-4-(4,4,5,5-tetramethyl-1,3,2-dioxaborolan-2-yl)pyrazole C(C)(C)N1N=CC(=C1)B1OC(C(O1)(C)C)(C)C